C1(CC1)C=1C(=C2C(C(N(C2=C(C1)F)C=1C(N(C=CN1)[C@@H]1[C@@H](CCC1)CC(=O)O)=O)=O)(C)C)F 2-((1S,2S)-2-(3-(5-cyclopropyl-4,7-difluoro-3,3-dimethyl-2-oxoindolin-1-yl)-2-oxopyrazin-1(2H)-yl)cyclopentyl)acetic acid